hexyl S-(5-methyl-2-(propan-2-ylidene)cyclohexyl)cysteinate CC1CCC(C(C1)SC[C@H](N)C(=O)OCCCCCC)=C(C)C